2-ethylhexyl (3-ethyl)3-oxetanylmethyl ether C(C)C1(COC1)COCC(CCCC)CC